BrC=1C(=C(OCCC[C@H]2CNCCC2)C=CC1)C (S)-3-(3-(3-bromo-2-methylphenoxy)propyl)piperidine